COC=1C(CN=CC1)(NCC=1C(=NC(=NC1)SC)NC)NC(C1=CC(=CC=C1)C(F)(F)F)=O N-(4-methoxy-3-(((4-(methylamino)-2-(methylthio)pyrimidin-5-yl)methyl)amino)pyridin-3-yl)-3-(trifluoromethyl)benzamide